(2-((3-fluoro-4-(4-methylpiperazin-1-yl)phenyl)amino)-4-(((1s,4s)-4-(hydroxymethyl)cyclohexyl)amino)-7H-pyrrolo[2,3-d]pyrimidin-5-yl)(4-fluorophenyl)methanone FC=1C=C(C=CC1N1CCN(CC1)C)NC=1N=C(C2=C(N1)NC=C2C(=O)C2=CC=C(C=C2)F)NC2CCC(CC2)CO